5-(tert-butyl) 3a-methyl (3aR,7aS)-2,2-dimethyldihydro-[1,3]dioxolo[4,5-c]pyridine-3a,5(4H,6H)-dicarboxylate CC1(O[C@@H]2[C@@](CN(CC2)C(=O)OC(C)(C)C)(O1)C(=O)OC)C